C(C1=CC=CC=C1)SCCC(CC)S(=O)(=O)N 2-benzylthioethyl-propanesulfonamide